Cl.Cl.ClC1=NC(=CC(=C1)CC([C@H](CCCCNC(=O)N1CCN(CC1)CC(=O)O)NC)=O)Cl (S)-2-(4-((6-((2,6-dichloropyridin-4-yl)methyl)-5-(methylamino)-6-oxohexyl)carbamoyl)piperazine-1-yl)acetic acid dihydrochloride